CN1C(=NC=C1)N 1-methyl-imidazol-2-amine